5-chloro-2-(5-methyl-1,2,3,6-tetrahydropyridin-4-yl)-1,3-benzothiazole ClC=1C=CC2=C(N=C(S2)C=2CCNCC2C)C1